(hydroxyethyl)ethylene-diaminetetraacetic acid OCCC(C(=O)O)N(CCN(CC(=O)O)CC(=O)O)CC(=O)O